NC=1C(NC(N(N1)C1=CC(=C(C(=C1)Cl)OC1=CNC(C(=C1F)C(C)C)=O)Cl)=O)=O 6-amino-2-(3,5-dichloro-4-((4-fluoro-5-isopropyl-6-oxo-1,6-dihydropyridin-3-yl)oxy)phenyl)-1,2,4-triazine-3,5(2H,4H)-dione